[N+](=O)([O-])C1=CC=C(CN2CCC(CC2)N2CCCCC2)C=C1 1'-(4-nitrobenzyl)-1,4'-bipiperidine